NC1(COC1)CN1C(=C(C(=C1)C1=CC=NC=C1)Br)C(=O)OC methyl 1-((3-aminooxetan-3-yl)methyl)-3-bromo-4-(pyridin-4-yl)-1H-pyrrole-2-carboxylate